COC(=O)C1=CC(=C(C=C1)C1=CC=C(C=C1)C(=O)OC)C 2-methyl-[1,1'-biphenyl]-4,4'-dicarboxylic acid dimethyl ester